P(=S)(OCCCCCCCCCCCCOC(C=C)=O)([O-])[O-] acryloxylauryl thiophosphate